ClC1=NC=CC(=C1F)SC1=NN(C2=NC(=CN=C21)N2CCC(CC2)(C)NC(OC(C)(C)C)=O)CC2=CC=C(C=C2)OC tert-butyl (1-(3-((2-chloro-3-fluoropyridin-4-yl)thio)-1-(4-methoxybenzyl)-1H-pyrazolo[3,4-b]pyrazin-6-yl)-4-methylpiperidin-4-yl)carbamate